Ethyl 2-(4-((tert-butoxycarbonyl)(2-(4-fluorophenyl)cyclopropyl)amino)butanoyl)-1,2,3,4-tetrahydroisoquinoline-7-carboxylate C(C)(C)(C)OC(=O)N(CCCC(=O)N1CC2=CC(=CC=C2CC1)C(=O)OCC)C1C(C1)C1=CC=C(C=C1)F